Ethyl 2-(2-fluorophenyl)-5,5-dimethyl-6,7-dihydropyrazolo[5,1-b][1,3]oxazine-3-carboxylate FC1=C(C=CC=C1)C1=NN2C(OC(CC2)(C)C)=C1C(=O)OCC